tert-butyl (3-chloro-4-(trifluoromethoxy)benzyl)(2-(5-(2-((1-(tetrahydro-2H-pyran-2-yl)-6-(4H-1,2,4-triazol-4-yl)-1H-indazol-4-yl)amino)ethyl)oxazol-2-yl)ethyl)carbamate ClC=1C=C(CN(C(OC(C)(C)C)=O)CCC=2OC(=CN2)CCNC2=C3C=NN(C3=CC(=C2)N2C=NN=C2)C2OCCCC2)C=CC1OC(F)(F)F